(1S,3aR,6aS)-N-((S)-1-amino-1-oxo-3-((S)-2-oxopyrrolidin-3-yl)propan-2-yl)-2-(2-(2,4-dichlorophenoxy)acetyl)octahydrocyclopenta[c]pyrrole-1-carboxamide NC([C@H](C[C@H]1C(NCC1)=O)NC(=O)[C@H]1N(C[C@H]2[C@@H]1CCC2)C(COC2=C(C=C(C=C2)Cl)Cl)=O)=O